7-bromo-5,8-difluoro-2-(methylthio)quinazolin-4(3H)-one BrC1=CC(=C2C(NC(=NC2=C1F)SC)=O)F